2-(3,4-dimethoxyphenyl)-3-isopropyl-N-(1,4-dioxaspiro[4.5]decan-8-yl)-1H-indol-5-amine COC=1C=C(C=CC1OC)C=1NC2=CC=C(C=C2C1C(C)C)NC1CCC2(OCCO2)CC1